6-((1R,2R,4S)-2-amino-7-aza-bicyclo[2.2.1]heptan-7-yl)-3-(3,4-dichloro-2-methyl-2H-indazol-5-yl)-5-methyl-1,5-dihydro-4H-pyrazolo[3,4-d]pyrimidin-4-one N[C@H]1[C@H]2CC[C@@H](C1)N2C=2N(C(C1=C(N2)NN=C1C1=C(C2=C(N(N=C2C=C1)C)Cl)Cl)=O)C